ClC=1C(=C(C(=O)NC=2C(=NC(=CC2)OC)C)C=CC1)NC1=C(C=C(C=C1)F)C 3-chloro-2-((4-fluoro-2-methylphenyl)-amino)-N-(6-methoxy-2-methylpyridin-3-yl)benzamide